N'-(4-trifluoromethylbenzylidene)-pyrido[3,4-b]Indole-1-carboxylic acid hydrazide FC(C1=CC=C(C=NNC(=O)C2=NC=CC3=C2NC2=CC=CC=C32)C=C1)(F)F